4-(3-(3-(4-Chloro-2-fluorophenyl)-3-hydroxybutyryl)-2-hydroxyphenyl)piperidine-1-carboxylic acid tert-butyl ester C(C)(C)(C)OC(=O)N1CCC(CC1)C1=C(C(=CC=C1)C(CC(C)(O)C1=C(C=C(C=C1)Cl)F)=O)O